6-methyldibenzothiophene CC1=CC=CC=2C3=C(SC21)C=CC=C3